C(C)SC=1OC2=C(C=C(C=C2C(C1C)=O)C)[C@@H](C)NC(OC(C)(C)C)=O tert-Butyl N-[(1R)-1-(2-ethylsulfanyl-3,6-dimethyl-4-oxo-chromen-8-yl)ethyl]carbamate